C(C1=CC=CC=C1)N(C1CCC(CC1)C(=O)N1CC(C2=NC(=CC=C21)C(F)(F)F)(C)C)C ((1r,4r)-4-(Benzyl(methyl)amino)cyclohexyl)(3,3-dimethyl-5-(trifluoromethyl)-2,3-dihydro-1H-pyrrolo[3,2-b]pyridin-1-yl)methanone